N4,N4-dimethyl-N2-((1s,4s)-4-((7-morpholino-1,6-naphthyridin-5-yl)oxy)cyclohexyl)pyrimidine-2,4-diamine CN(C1=NC(=NC=C1)NC1CCC(CC1)OC1=C2C=CC=NC2=CC(=N1)N1CCOCC1)C